methoxyphenyl-cobalt 3-chloro-4-methylphenyl-4-benzyl-1,2,3-thiadiazole-5-carboxylate ClC=1C=C(C=CC1C)S1N=NC(=C1C(=O)[O-])CC1=CC=CC=C1.CO[Co+]C1=CC=CC=C1